2-[2-(3-chloro-2-methyl-phenyl)-benzoimidazol-1-yl]-2,N-dicyclohexyl-acetamide ClC=1C(=C(C=CC1)C1=NC2=C(N1C(C(=O)NC1CCCCC1)C1CCCCC1)C=CC=C2)C